C(C=C)OC(=O)N[C@@H](C)C(=O)O N-(allyloxycarbonyl)alanine